ClC(CCC(=O)OCC)=O ethyl 4-chloro-4-oxobutanoate